[Mn](=O)([O-])[O-].[NH4+].[NH4+] ammonium manganite